tert-butyl (5-((2-nitrophenyl)amino)hexyl)carbamate [N+](=O)([O-])C1=C(C=CC=C1)NC(CCCCNC(OC(C)(C)C)=O)C